2-(4-(diphenylamino)phenyl)benzofuran-6-carbaldehyde C1(=CC=CC=C1)N(C1=CC=C(C=C1)C=1OC2=C(C1)C=CC(=C2)C=O)C2=CC=CC=C2